(3S,4R)-N-{2-bromo-3-[(trifluoromethyl)sulfanyl]pyrazolo[1,5-a]pyrimidin-7-yl}-3-fluoro-1-methylpiperidin-4-amine BrC1=NN2C(N=CC=C2N[C@H]2[C@H](CN(CC2)C)F)=C1SC(F)(F)F